4-methoxy-2,6-pyridinedicarboxylic acid COC1=CC(=NC(=C1)C(=O)O)C(=O)O